3-formyl-1H-pyrazol-1-yl-cyclohexylcarboxylate C(=O)C1=NN(C=C1)C1(CCCCC1)C(=O)[O-]